CCCCCCCC/C=C\CCCCCC(=O)OC[C@H](COP(=O)([O-])OCC[N+](C)(C)C)OC(=O)CC/C=C\C/C=C\C/C=C\C/C=C\C/C=C\C/C=C\CC 1-(7Z-hexadecenoyl)-2-(4Z,7Z,10Z,13Z,16Z,19Z-docosahexaenoyl)-sn-glycero-3-phosphocholine